CN1CCC2(C[C@@H]2C(=O)N[C@@H](CCCCCC(CC)=O)C=2NC(=CN2)C=2C=C3C=CC(=NC3=CC2)N2CCCC2)CC1 (S)-6-methyl-N-((S)-7-oxo-1-(5-(2-(pyrrolidin-1-yl)quinolin-6-yl)-1H-imidazol-2-yl)nonyl)-6-azaspiro[2.5]octane-1-carboxamide